(RS)-1-[6-[3-(1,1-Difluoroethyl)phenyl]pyrazolo[4,3-b]pyridin-1-yl]butan FC(C)(F)C=1C=C(C=CC1)C=1C=C2C(=NC1)C=NN2CCCC